6-(2-(4-(((tert-butoxycarbonyl)(2-(4-fluorophenyl)cyclopropyl)amino)methyl)piperidin-1-yl)ethoxy)nicotinic Acid C(C)(C)(C)OC(=O)N(C1C(C1)C1=CC=C(C=C1)F)CC1CCN(CC1)CCOC1=NC=C(C(=O)O)C=C1